3-((3-((4-amino-6-chloro-pyrazolo[3,4-d]pyrimidin-1-yl)methyl)-5-methoxy-phenoxy)methyl)benzaldehyde NC1=C2C(=NC(=N1)Cl)N(N=C2)CC=2C=C(OCC=1C=C(C=O)C=CC1)C=C(C2)OC